1-[6-[5-(2-Morpholinoethoxy)benzimidazol-1-yl]-2-phenoxy-3-pyridyl]ethanol O1CCN(CC1)CCOC1=CC2=C(N(C=N2)C2=CC=C(C(=N2)OC2=CC=CC=C2)C(C)O)C=C1